methyl 2-(8-bromo-1,1,3-trioxo-4H-1lambda6,2,4-benzothiadiazin-2-yl)acetate BrC1=CC=CC=2NC(N(S(C21)(=O)=O)CC(=O)OC)=O